(5S)-3-fluorospiro[5,7-dihydrocyclopenta[b]pyridine-6,4'-piperidine]-5-amine hydrochloride Cl.FC=1C=C2C(=NC1)CC1(CCNCC1)[C@@H]2N